3-(4-methylpyridin-3-yl)-7,8-dihydro-1,6-naphthyridin CC1=C(C=NC=C1)C=1C=NC=2CCN=CC2C1